C1=CC=CC=2C3=CC=CC=C3C(C12)N([C@H](C(=O)O)CC1=CC(=CC=C1)C)C(=O)OC (2S)-2-(9H-fluoren-9-yl-methoxycarbonylamino)-3-(3-methylphenyl)propanoic acid